8-((2S,6S)-4-acryloyl-2,6-dimethylpiperazin-1-yl)-3-(3-methoxynaphthalen-1-yl)-6-(((S)-1-methylpyrrolidin-2-yl)methoxy)-2-(trifluoromethyl)pyrimido[5,4-d]Pyrimidin-4(3H)-one C(C=C)(=O)N1C[C@@H](N([C@H](C1)C)C1=NC(=NC2=C1N=C(N(C2=O)C2=CC(=CC1=CC=CC=C21)OC)C(F)(F)F)OC[C@H]2N(CCC2)C)C